N-fluorenylmethyloxycarbonyl-2-aminoethyl 4-O-carboxyethyl-2-deoxy-acetamido-6-O-sulfonato-1-thio-β-D-glucopyranoside C(=O)(O)CCO[C@H]1[C@@H](C[C@](SCCNC(=O)OCC2=CC=CC=3C4=CC=CC=C4CC23)(O[C@@H]1COS(=O)(=O)[O-])NC(C)=O)O